5-(3,5-Bis((E)-3-methylbenzylidene)-4-oxopiperidin-1-yl)-5-oxo-N-(5-sulfanyl-1,3,4-thiadiazol-2-yl)pentanamide CC=1C=C(\C=C\2/CN(C\C(\C2=O)=C/C2=CC(=CC=C2)C)C(CCCC(=O)NC=2SC(=NN2)S)=O)C=CC1